N1N=CC2=CC(=CC=C12)NC1=NC(=NC=C1)C=1C=C2C(=NC1)C=C(N2)C(=O)NC2=CN=NC=C2 6-(4-((1H-indazol-5-yl)amino)-pyrimidin-2-yl)-N-(pyridazin-4-yl)-1H-pyrrolo[3,2-b]pyridine-2-carboxamide